1-(3-(3-chloro-2-fluorophenyl)oxetan-3-yl)-4-((3-fluoro-6-(thiazol-2-ylamino)pyridin-2-yl)methyl)-2-methylpiperidine-4-carboxylic acid ClC=1C(=C(C=CC1)C1(COC1)N1C(CC(CC1)(C(=O)O)CC1=NC(=CC=C1F)NC=1SC=CN1)C)F